3,6-difluoropyrazine-2-formamide FC=1C(=NC(=CN1)F)C(=O)N